(E)-1-((2',5-dichloro-[1,1'-biphenyl]-2-yl)sulfonyl)-4-fluoro-N-(3-(methylsulfonyl)allyl)piperidine-4-carboxamide ClC1=C(C=CC=C1)C1=C(C=CC(=C1)Cl)S(=O)(=O)N1CCC(CC1)(C(=O)NC\C=C\S(=O)(=O)C)F